O1C(CCCC1)ONC(=O)[C@H]1OC2=C(C=CC=C2CC1)NC(OCC1=CC=C(C=C1)Cl)=O 4-chlorobenzyl ((2S)-2-(((tetrahydro-2H-pyran-2-yl)oxy)carbamoyl)chroman-8-yl)carbamate